(2,2-dimethylpropionyloxymethyl)magnesium chloride CC(C(=O)OC[Mg]Cl)(C)C